C(C)C=1C(=C(C=CC1F)[C@@H]1[C@H](O[C@@](C1)(C(F)(F)F)C)C(=O)NC1=CC(=NC=C1)C(=O)N)OC (2S,3R,5S)-4-[[3-(3-ethyl-4-fluoro-2-methoxy-phenyl)-5-methyl-5-(trifluoromethyl)tetrahydrofuran-2-carbonyl]amino]pyridine-2-carboxamide